2-(2-((5-(3-(aminomethyl)phenyl)-2-isopropyl-2H-indazol-3-yl)methoxy)-4-methylphenyl)acetic acid NCC=1C=C(C=CC1)C1=CC2=C(N(N=C2C=C1)C(C)C)COC1=C(C=CC(=C1)C)CC(=O)O